(S)-N-(2-(guanidinooxy)ethyl)-7-(2-(4-phenoxybenzamido)acetyl)-1,4-dioxa-7-azaspiro[4.4]nonane-8-carboxamide N(C(=N)N)OCCNC(=O)[C@H]1N(CC2(OCCO2)C1)C(CNC(C1=CC=C(C=C1)OC1=CC=CC=C1)=O)=O